5-fluoro-3-methyl-4-oxo-3,4-dihydroquinazoline FC1=C2C(N(C=NC2=CC=C1)C)=O